COC1=C(CN(C(C2=CC(=CC=C2)F)=O)C2=CC=CC=C2)C(=CC(=C1)OC)C=CC1=CC=C(C=C1)OC N-(2,4-dimethoxy-6-(4-methoxystyryl)benzyl)-3-fluoro-N-phenylbenzamide